COC(=O)C1=CC=C(C=C1)C1=C2C=C3C([C@@H]([NH+]=C3C(=C2OC=2C(=C3N[C@@H](C(C3=CC12)(C)C)C)S(=O)(=O)[O-])S(=O)(=O)[O-])C)(C)C (7S,17R)-12-[4-(methoxycarbonyl)phenyl]-7,8,8,16,16,17-hexamethyl-2-oxa-6,18-diazapentacyclo[11.7.0.03,11.05,9.015,19]icosa-1(13),3,5,9,11,14,19-heptaen-6-ium-4,20-disulfonate